2-chloro-9-((1r,4r)-4-((2-hydroxyethyl)amino)cyclohexyl)-7-methyl-7,9-dihydro-8H-purin-8-one ClC1=NC=C2N(C(N(C2=N1)C1CCC(CC1)NCCO)=O)C